(E)-N-(2-(3-(hydroxyamino)-3-oxoprop-1-en-1-yl)phenyl)-2-morpholinothiazole-5-carboxamide ONC(/C=C/C1=C(C=CC=C1)NC(=O)C1=CN=C(S1)N1CCOCC1)=O